N-[2-(1-benzylpiperidin-4-yl)ethyl]-4-(3-hydroxyphenyl)piperazine-1-carboxamide C(C1=CC=CC=C1)N1CCC(CC1)CCNC(=O)N1CCN(CC1)C1=CC(=CC=C1)O